FC1CN(C1)C1=NC=CC=N1 2-(3-Fluoroazetidin-1-yl)pyrimidin